1-[(2R,4S,5R)-5-ethynyl-4-hydroxy-5-(hydroxy-methyl)oxolan-2-yl]-5-methyl-3H-pyrimidine-2,4-dione C(#C)[C@]1([C@H](C[C@@H](O1)N1C(NC(C(=C1)C)=O)=O)O)CO